O1CC=CC2=CC=CC(=C12)C(=O)N 2H-chromene-8-carboxamide